Cis-N-(1-(2-fluorocyclopropyl)-2-oxo-1,2-dihydropyridin-3-yl)-7-isopropoxy-2-(1-methyl-2-oxabicyclo[2.1.1]hexan-4-yl)imidazo[1,2-a]pyrimidine-6-carboxamide FC1C(C1)N1C(C(=CC=C1)NC(=O)C=1C(=NC=2N(C1)C=C(N2)[C@@]21CO[C@@](C2)(C1)C)OC(C)C)=O